(E,E)-5,9-octadecadien-1-ol C(CCC\C=C\CC\C=C\CCCCCCCC)O